N1CC(CC1)CNC1=NC=C(C=N1)C(F)(F)F N-(pyrrolidin-3-ylmethyl)-5-(trifluoromethyl)pyrimidine-2-amine